3-chloro-4-[(3-fluoro-5-methylpyridin-2-yl)methoxy]-2'-[2-(2-hydroxypropan-2-yl)pyrimidin-4-yl]-5',6-dimethyl-[1,4'-bipyridin]-2-one ClC=1C(N(C(=CC1OCC1=NC=C(C=C1F)C)C)C1=CC(=NC=C1C)C1=NC(=NC=C1)C(C)(C)O)=O